CC=1C(=NC=CC1)C1=NC=CC(=C1)C 3,4'-dimethyl-2,2'-bipyridine